2-(dimethylamino)-4-fluorobenzonitrile CN(C1=C(C#N)C=CC(=C1)F)C